CC1=NC=CC(=C1)C1CN(C1)[C@@H]1[C@H](CCCC1)OC=1C=C2CN(C(C2=CC1)=O)C1C(NC(CC1)=O)=O 3-(5-(((1S,2S)-2-(3-(2-meth-ylpyridin-4-yl)azetidin-1-yl)-cyclohexyl)oxy)-1-oxoisoindolin-2-yl)piperidine-2,6-dione